Ethyl 5-methyl-5,6-dihydroimidazo[5,1-a]isoquinoline-3-carboxylate CC1N2C(C3=CC=CC=C3C1)=CN=C2C(=O)OCC